C(C([2H])([2H])[2H])([2H])([2H])CS(=O)(=O)[O-] Ethyl-d5-methansulfonat